CN(C1=NC=C(C=N1)C=O)C 2-(dimethylamino)pyrimidine-5-carbaldehyde